C(C)(C)(C)OC(=O)N1C2CC(CC1CCC2)NC=2N=C(C1=C(N2)SC=N1)NC1=NNC(=C1)C tert-butyl-(3-exo)-3-((7-((5-methyl-1H-pyrazol-3-yl) amino) thiazolo[5,4-d]pyrimidin-5-yl) amino)-9-azabicyclo[3.3.1]nonane-9-carboxylate